1-(2-bromothiophene-3-yl)ethane-1-one BrC=1SC=CC1C(C)=O